6-ethyl-7-oxo-7,8-dihydro-1,8-naphthyridine-2-carboxylic acid methyl ester COC(=O)C1=NC=2NC(C(=CC2C=C1)CC)=O